C(C)C1=C(N(C2=CN=C(C=C21)OC)C(C)=O)C(=O)OCC2(CC2)C2=CC=CC=1NC=NC12 [1-(1H-benzimidazol-4-yl)cyclopropyl]methanol Ethyl-1-acetyl-5-methoxy-1H-pyrrolo[2,3-c]pyridine-2-carboxylate